[N+](=O)([O-])C1=CC2=C(OCO2)C=C1\C=C\[N+](=O)[O-] 5-nitro-6-[(E)-2-nitroethenyl]-2H-1,3-benzodioxole